OC1(CCN(CC1)C(CC(C)C1=CC=CC=C1)=O)CN1C=NC2=CC(=CC=C2C1=O)C(C(=O)N)=CN1CCCCC1 (3-((4-hydroxy-1-(3-phenylbutanoyl)piperidin-4-yl)methyl)-4-oxo-3,4-dihydroquinazolin-7-yl)-3-(piperidin-1-yl)propenamide